COC1=C(C=CC=C1)C=1SC=C(N1)C=O 2-(2-methoxyphenyl)thiazole-4-carbaldehyde